C1(CCCCCO1)=S ε-Thionocaprolacton